C(C(=C)C)(=O)O.O1CCCCC1 oxane methacrylate